NCCCN1CCS(CC1)(=O)=O (4-(3-aminopropyl)thiomorpholine) 1,1-dioxide